N-(6-(4,4-difluoropiperidin-1-yl)-4-methoxypyridin-2-yl)-4-((2-hydroxyethyl)sulphonamido)-2-methyl-6-(6-azaspiro[2.5]oct-6-yl)benzamide FC1(CCN(CC1)C1=CC(=CC(=N1)NC(C1=C(C=C(C=C1N1CCC2(CC2)CC1)NS(=O)(=O)CCO)C)=O)OC)F